BrCCN1CCCCCC1 1-(2-bromoethyl)-azepane